ClCC1=C(C(=O)Cl)C=CC=C1 Chloromethyl-benzoyl chloride